5-[1-(2H3)-Methyl-1H-pyrazol-4-yl]-2-[1-(2,2,6,6-tetramethylpiperidin-4-yl)-1H-pyrazolo[3,4-c]pyridazin-5-yl]phenol C(N1N=CC(=C1)C=1C=CC(=C(C1)O)C=1C=C2C(=NN1)N(N=C2)C2CC(NC(C2)(C)C)(C)C)([2H])([2H])[2H]